Methyl 3-(5-((5-(5-chloro-3-cyano-2-fluorophenoxy)-6-oxo-4-(perfluoroethyl)pyrimidin-1(6H)-yl)methyl)-4-methyl-6-oxo-1,6-dihydropyrimidin-2-yl)propanoate ClC=1C=C(C(=C(OC2=C(N=CN(C2=O)CC2=C(N=C(NC2=O)CCC(=O)OC)C)C(C(F)(F)F)(F)F)C1)F)C#N